OC1CCN(CC1)CC1(COCCC1)CNC(=O)C1=CC2=C(S1)CCCCCC2 N-[[3-[(4-hydroxypiperidin-1-yl)methyl]oxan-3-yl]methyl]-4,5,6,7,8,9-hexahydrocycloocta[b]thiophene-2-carboxamide